propylene bispalmitoate C(CCCCCCCCCCCCCCC)(=O)OCC(C)OC(CCCCCCCCCCCCCCC)=O